BrCC=1C=CC(=C(O[C@@H](C(=O)OC)C)C1)Cl (R)-Methyl 2-(5-(bromomethyl)-2-chlorophenoxy)propanoate